N-((1-(4-fluorobenzyl)cyclobutyl)methyl)-6-hydroxypyrazine-2-carboxamide FC1=CC=C(CC2(CCC2)CNC(=O)C2=NC(=CN=C2)O)C=C1